C(C)(C)(C)OC(=O)N1C(N([C@@H](C1)C(N(C)C1=C(C(=C(C=C1)F)Cl)F)=O)C1=CC(=C2C(=N1)SC=C2)C(F)(F)F)=O (S)-4-((3-chloro-2,4-difluorophenyl)(methyl)carbamoyl)-2-Oxo-3-(4-(trifluoromethyl)thieno[2,3-b]pyridin-6-yl)imidazolidine-1-carboxylic acid tert-butyl ester